ClC1=C(C=CC(=C1)F)C1N=C(NC(=C1C(=O)OC)C1CCC(CC1)C=1C=NN(C1)CCC(=O)OC)C=1SC=CN1 methyl 4-(2-chloro-4-fluorophenyl)-6-(4-(1-(3-methoxy-3-oxopropyl)-1H-pyrazol-4-yl)cyclohexyl)-2-(thiazol-2-yl)-1,4-dihydropyrimidine-5-carboxylate